ClC(OC1=CC=C(C=C1)NC(=O)C=1C=C2C(C(N(C2=C(C1)C1=CC=NN1)C(C)C)CO)CC)(F)F N-(4-(chlorodifluoromethoxy)phenyl)-3-ethyl-2-(hydroxymethyl)-1-isopropyl-7-(1H-pyrazol-5-yl)indoline-5-carboxamide